CC1=C(C(=NN1)C)C trimethylpyrazol